C(#N)[C@H]1N(CSC1)C(CNC(=O)C1=CC=NC2=CC=C(C=C12)[C@@H](C)O)=O |&1:22| N-(2-((R)-4-Cyanothiazolidin-3-yl)-2-oxoethyl)-6-((RS)-1-hydroxyethyl)quinoline-4-carboxamide